dimethoxy-2',4',6'-triisopropyl-1,1'-biphenyl COC=1C(=C(C=CC1)C1=C(C=C(C=C1C(C)C)C(C)C)C(C)C)OC